tert-butyl (1R,5S)-3-(3-amino-7-bromo-8-fluoro-2-(((2R,7aS)-2-fluorotetrahydro-1H-pyrrolizin-7a(5H)-yl)methoxy)quinolin-4-yl)-3,8-diazabicyclo[3.2.1]octane-8-carboxylate NC=1C(=NC2=C(C(=CC=C2C1N1C[C@H]2CC[C@@H](C1)N2C(=O)OC(C)(C)C)Br)F)OC[C@]21CCCN1C[C@@H](C2)F